5-(2-methyl-4-(6-(trifluoromethyl)quinazolin-2-yl)phenyl)-3-(morpholino-methyl)-6,7-dihydropyrazolo[1,5-a]pyrazin-4(5H)-one CC1=C(C=CC(=C1)C1=NC2=CC=C(C=C2C=N1)C(F)(F)F)N1C(C=2N(CC1)N=CC2CN2CCOCC2)=O